FC1=CC(=C(C(=O)OC(C(=O)OCC=C)(C)C)C=C1N1C(N(C(=CC1=O)C(F)(F)F)C)=O)I 1-(Allyloxy)-2-methyl-1-oxopropan-2-yl 4-fluoro-2-iodo-5-(3-methyl-2,6-dioxo-4-(trifluoromethyl)-3,6-dihydropyrimidine-1(2H)-yl)benzoate